C(C=C)(=O)OC(CSC=1SC(=NN1)SCCCC)CCCC 2-acryloxy-n-hexylthio-5-n-butylthio-1,3,4-thiadiazole